BrC1=CC=C(C=C1)C1=C(O)C(=C(C(=C1C1=CC=C(C=C1)Br)O)C1=CC=C(C=C1)Br)C1=CC=C(C=C1)Br 2,3,5,6-tetra(4-bromophenyl)-hydroquinone